6-(Dimethylamino)-N-(2-methoxybenzene-1-sulfonyl)-1-benzofuran-2-carboxamide CN(C1=CC2=C(C=C(O2)C(=O)NS(=O)(=O)C2=C(C=CC=C2)OC)C=C1)C